C(#N)[C@H]1N(CC(C1)(F)F)C(CNC(=O)C1=CC=NC2=CC=C(C=C12)N(CCCN1CCNCC1)C)=O (S)-N-(2-(2-cyano-4,4-difluoropyrrolidin-1-yl)-2-oxoethyl)-6-(methyl-(3-(piperazin-1-yl)propyl)amino)quinoline-4-carboxamide